({[(2R,3R,4S,5R)-5-(2-chloro-6-{[(1S)-1-phenylethyl]amino}-9H-purin-9-yl)-4-fluoro-3-hydroxyoxolan-2-yl]methoxyl(hydroxy)phosphoryl}methyl)phosphonic acid ClC1=NC(=C2N=CN(C2=N1)[C@H]1[C@H]([C@@H]([C@H](O1)COP(=O)(O)CP(O)(O)=O)O)F)N[C@@H](C)C1=CC=CC=C1